C(C)(C)(C)OC(=O)N[C@@H]([C@@H](C(=O)N[C@H](C(=O)O)C=1C=NC=CC1)O)CC1=CC=CC=C1 (2S)-2-[[(2S,3R)-3-(tert-butoxycarbonylamino)-2-hydroxy-4-phenyl-butanoyl]amino]-2-(3-pyridyl)acetic acid